CN1N=CC(=C1)CN1CNC2=C(C=C(C=C2C1=O)S(=O)(=O)N)C1C[C@H](N(CC1)C)C 3-[(1-methylpyrazol-4-yl)methyl]-4-oxo-8-[(2R)-1,2-dimethyl-4-piperidyl]-1H-quinazoline-6-sulfonamide